1-(3-(difluoromethoxy)-2-fluorophenyl)ethane-1-amine hydrochloride Cl.FC(OC=1C(=C(C=CC1)C(C)N)F)F